6-methylpyrazine-2-carboxylic acid CC1=CN=CC(=N1)C(=O)O